ClC=1C=C(C=CC1F)NC(N(C)[C@H](C)C1=CNC(C2=C(C(=CC=C12)F)F)=O)=O (R)-3-(3-chloro-4-fluorophenyl)-1-(1-(7,8-difluoro-1-oxo-1,2-dihydroisoquinolin-4-yl)ethyl)-1-methylurea